N\C(\C)=N\C(=O)C=1C(=C2C(=NC1)NC=C2)N[C@H]2CN(CCC2)C(=O)OCC2=CC=CC=C2 benzyl (R,E)-3-((5-((1-aminoethylidene)carbamoyl)-1H-pyrrolo[2,3-b]pyridin-4-yl)amino)piperidine-1-carboxylate